NC1=C(C=NN1[C@](C(F)(F)F)(C)C1CC1)C(=O)N1C[C@@]2(CCC1)C1=C(NC(O2)=O)C=CC(=C1F)Cl |o1:6| (R)-1'-(5-Amino-1-((R or S)-2-cyclopropyl-1,1,1-trifluoropropan-2-yl)-1H-pyrazole-4-carbonyl)-6-chloro-5-fluorospiro[benzo[d][1,3]oxazine-4,3'-piperidin]-2(1H)-one